N1(CCOCC1)C1=CC=C(C=N1)C1=CC=C2C(=NC=NC2=C1)NC1=CC=C(C=C1)C 7-(6-morpholinylpyridin-3-yl)-N-(p-tolyl)quinazolin-4-amine